3-((6-fluoroquinolin-4-yl)amino)-N-(3-(pyridin-4-yloxy)phenyl)benzamide FC=1C=C2C(=CC=NC2=CC1)NC=1C=C(C(=O)NC2=CC(=CC=C2)OC2=CC=NC=C2)C=CC1